[C@@H]12OC[C@@H](N(C1)C=1N=CC(=NC1)C=1C(=CC(=NC1)NC(C)=O)NC1=NC(=NC=C1)C(C)(F)F)C2 N-(5-(5-((1S,4S)-2-oxa-5-azabicyclo[2.2.1]heptan-5-yl)pyrazin-2-yl)-4-((2-(1,1-difluoroethyl)pyrimidin-4-yl)amino)pyridin-2-yl)acetamide